N-((S)-1-cyano-2-((S)-2-oxopyrrolidin-3-yl)ethyl)-2-(4-methoxy-1H-indole-2-carbonyl)isoindoline-1-carboxamide C(#N)[C@H](C[C@H]1C(NCC1)=O)NC(=O)C1N(CC2=CC=CC=C12)C(=O)C=1NC2=CC=CC(=C2C1)OC